FC(C(=O)O)(F)F.NCC#CC1=CC=C(O1)C(=O)NCCCNC(C1=C(C=C(C=C1)NC=1N=CC2=C(C3=C(C(=NC2)C2=C(C=CC=C2OC)F)C=C(C=C3)Cl)N1)OC)=O 5-(3-aminoprop-1-yn-1-yl)-N-(3-(4-((9-chloro-7-(2-fluoro-6-methoxyphenyl)-5H-benzo[c]pyrimido[4,5-e]azepin-2-yl)amino)-2-methoxybenzoylamino)propyl)furan-2-carboxamide trifluoroacetate